C[C@H]1N(CCC(CC1)=O)C(=O)OCC1=CC=CC=C1 |r| Racemic-benzyl 2-methyl-5-oxoazepane-1-carboxylate